NC1=C(C(N(C(N1CC1=CC=C(C=C1)F)=O)CC1=CC=C(C=C1)F)=O)C(CCl)=O 6-Amino-5-(2-chloroacetyl)-1,3-bis[(4-fluorophenyl)methyl]pyrimidine-2,4-dione